CN(CCOC=1C=C2C(=CNC2=CC1)C(=O)C1=CC(=CC=C1)[N+](=O)[O-])C (5-(2-(dimethylamino)ethoxy)-1H-indol-3-yl)(3-nitrophenyl)methanone